FCC=1C=C(N)C=CC1OC(F)(F)F 3-(fluoromethyl)-4-(trifluoromethoxy)aniline